ClC=1C=C2C(=NC(=NC2=C(C1C1=CC=C(C2=C1N=C(S2)N)F)F)OCC21CCCN1CCC2)N2CC(OCCC2)CNC 4-(6-chloro-8-fluoro-4-(2-((methylamino)methyl)-1,4-oxazepan-4-yl)-2-((tetra-hydro-1H-pyrrolizin-7a(5H)-yl)methoxy)quinazolin-7-yl)-7-fluorobenzo[d]thiazol-2-amine